N-(2-methoxybenzyl)-1-(2,5-dimethoxy-4-iodophenyl)-2-aminoethane COC1=C(CNCCC2=C(C=C(C(=C2)OC)I)OC)C=CC=C1